3-Hydroxypropanenitrile OCCC#N